ClC(COC(NOC(C(C)C1=CC(=C(C=C1)C1=CC=CC=C1)F)=O)=O)(Cl)Cl.ClC=1N=CC2=CC(=C(C=C2C1)NCC1=CC=C(C=C1)OC)C=1C(=CC(=NC1)C(CC)=O)C 1-(5-(3-chloro-6-((4-methoxybenzyl)amino)isoquinolin-7-yl)-4-methylpyridin-2-yl)propan-1-one 2,2,2-Trichloroethyl-((2-(2-fluoro-[1,1'-biphenyl]-4-yl)propanoyl)oxy)carbamate